O(C1=CC=CC=C1)C1=CC=C(C=C1)C1=NN(C2=NC=NC=C21)[C@H]2CN(CCC2)C(C#CC)=O (R)-1-(3-(3-(4-phenoxyphenyl)-1H-pyrazolo[3,4-d]pyrimidin-1-yl)piperidin-1-yl)but-2-yn-1-one